N(N)C([C@H](CC(C)C)N(C(OC(C)(C)C)=O)C)=O (S)-tert-butyl (1-hydrazinyl-4-methyl-1-oxo-pentan-2-yl)(methyl)carbamate